3,3'-dichlorobenzidine tetrazolium salt [NH+]=1NN=NC1.ClC=1C=C(C=CC1N)C1=CC(=C(N)C=C1)Cl